BrC1=CC(=C2CC[C@H](C2=C1)[C@@H](C(=O)NC1=CC=C(C=C1)C=1C(=NNC1C)C)NC(=O)C=1N(N=CC1)C)F N-[(1S)-1-[(1R)-6-bromo-4-fluoro-indan-1-yl]-2-[4-(3,5-dimethyl-1H-pyrazol-4-yl)anilino]-2-oxo-ethyl]-2-methyl-pyrazole-3-carboxamide